(1-(4-Bromo-6,7-difluoro-1-(triisopropylsilyl)-1H-indol-5-yl)ethyl)picolinonitrile BrC1=C2C=CN(C2=C(C(=C1C(C)C=1C(=NC=CC1)C#N)F)F)[Si](C(C)C)(C(C)C)C(C)C